5-dodecenoyl-carnitine C(CCCC=CCCCCCC)(=O)C(O)(C[N+](C)(C)C)CC([O-])=O